N-[3-fluoro-4-[(6-methoxy-1,5-naphthyridin-4-yl)oxy]phenyl]-1-(4-fluoro-2-methylphenyl)-4,6-dimethyl-2-oxopyridine-3-carboxamide FC=1C=C(C=CC1OC1=CC=NC2=CC=C(N=C12)OC)NC(=O)C=1C(N(C(=CC1C)C)C1=C(C=C(C=C1)F)C)=O